CC1=C(C=2N(C=C1C1=C(C3=NC(=CC=C3N1)N1CCN(CC1)C(CNC([2H])([2H])[2H])=O)C(C)C)N=CN2)C 1-[4-(2-{7,8-Dimethyl-[1,2,4]triazolo[1,5-a]pyridin-6-yl}-3-(propan-2-yl)-1H-pyrrolo[3,2-b]pyridin-5-yl)piperazin-1-yl]-2-[(2H3)methylamino]ethan-1-on